C1(CCCCCCC1)OC([C@@H](N)C)=O L-alanine cyclooctyl ester